[2H]C(C(C([2H])([2H])[2H])(N)[2H])([2H])[2H] heptadeuteroisopropylamine